ClC1=CC=C(O1)C(=O)NCCC(=O)O 3-(5-chlorofuran-2-carboxamido)propanoic acid